C(C)OC(=O)N1CCN(CC1)C1=CC(=C(C=C1)C=O)O 4-(4-formyl-3-hydroxyphenyl)piperazine-1-carboxylic acid ethyl ester